C(=O)(OCC1=CC=CC=C1)C(C=O)CN Cbz-3-aminopropionaldehyde